NC1=NC=C(C(=N1)N[C@H]1[C@@H](CCCC1)C#N)C (trans)-2-[(2-amino-5-methyl-pyrimidin-4-yl)amino]cyclohexane-1-carbonitrile